ClC=1C=C(C=CC1F)C(C=1N(C(=CN1)C#CCCO)COCC[Si](C)(C)C)C1=CC(=C(C=C1)F)Cl 4-(2-(bis(3-chloro-4-fluorophenyl)methyl)-1-((2-(trimethylsilyl)ethoxy)methyl)-1H-imidazol-5-yl)but-3-yn-1-ol